CC=1SC2=C(N1)C=C(C=C2)C#N 2-methylbenzo[d]thiazole-5-carbonitrile